N1=C(C=CC=C1C1=CC=C(C=C1C=1C(=C(C=C(C1)C(C)(C)C)C12CC3CC(CC(C1)C3)C2)[O-])OCCCC)C2=CC=C(C=C2C=2C(=C(C=C(C2)C(C)(C)C)C23CC1CC(CC(C2)C1)C3)[O-])OCCCC.C[Zr+2]C dimethylzirconium [6',6'''-(pyridine-2,6-diyl)bis(3'-butoxy-3-(adamant-1-yl)-5-tert-butyl-[1,1'-biphenyl]-2-olate)]